C1(CCCC1)C=1SC(=C(N1)C1=CC=CC=C1)OC1=CC(=NC=C1)NC1=NC=C(C(=O)N)C=C1 6-((4-((2-Cyclopentyl-4-phenylthiazol-5-yl)oxy)pyridin-2-yl)amino)nicotinamide